BrN1C(N(C(C1(C)C)=O)Br)=O 1,3-dibromo-5,5-dimethyl-imidazolidine-2,4-dione